S(=O)(=O)(OCC1=CC(=C(C(=C1)C(C)(C)C)O)C(C)(C)C)OCC1=CC(=C(C(=C1)C(C)(C)C)O)C(C)(C)C bis(3,5-di-t-butyl-4-hydroxybenzyl) sulfate